BrC=1OC=2C(=C3C(N(C(C3=CC2)=O)CC2=CC=C(C=C2)OC)C2=C(C=CC(=C2)F)Cl)N1 2-bromo-8-(2-chloro-5-fluorophenyl)-7-(4-methyl-Oxybenzyl)-7,8-dihydro-6H-oxazolo[4,5-e]isoindol-6-one